6-hydrazinopyridine-3-carboxylic acid hydrochloride Cl.N(N)C1=CC=C(C=N1)C(=O)O